FC1(C(N(C2=CC=CC=C12)CC1CC1)=O)C=1C(N(C2=CC=CC=C2N1)C)=O 3-(3-fluoro-1-cyclopropylmethyl-2-oxoindol-3-yl)-1-methylquinoxaline-2(1H)-one